ClC1=C(C=CC=C1)C=1C=C2C(=NC1)NC=C2C(=O)C=2C(=C(C(=CC2)F)NS(=O)(=O)CCC)F N-(3-(5-(2-chlorophenyl)-1H-pyrrolo[2,3-b]pyridine-3-carbonyl)-2,6-difluorophenyl)propane-1-sulfonamide